C[Sn](C1=CC=C(S1)\C=C\C=1SC(=CC1)[Sn](C)(C)C)(C)C (E)-1,2-bis(5-(trimethylstannyl)thiophen-2-yl)ethene